1-cyclopropyl-6-fluoro-8-methoxy-4-oxo-7-((4aS,7aS)-1-(4-(pyrrolidin-1-yl)benzyl)octahydro-6H-pyrrolo[3,4-b]pyridin-6-yl)-1,4-dihydroquinoline-3-carboxylic acid C1(CC1)N1C=C(C(C2=CC(=C(C(=C12)OC)N1C[C@H]2N(CCC[C@H]2C1)CC1=CC=C(C=C1)N1CCCC1)F)=O)C(=O)O